N1=C(C=CC=C1)CNCC1=CC=C(C=C1)CN(C1CCCC=2C=CC=NC12)CCC1=CC=CC=C1 N-(2-pyridylmethyl)-N'-(2-phenylethyl)-N'-(5,6,7,8-tetrahydro-8-quinolinyl)-1,4-xylylenediamine